2,2,2-trifluoro-1-(4-mercaptophenyl)ethan-1-one FC(C(=O)C1=CC=C(C=C1)S)(F)F